FC1=C(C(=CC=C1)F)[C@@H]1CC(=NO1)C=1N=C(SC1)C1CCN(CC1)C(CN1N=C(C=C1C)C(F)(F)F)=O |r| 1-(4-{4-[(SR)-5-(2,6-difluorophenyl)-4,5-dihydro-1,2-oxazol-3-yl]-1,3-thiazol-2-yl}piperidin-1-yl)-2-[5-methyl-3-(trifluoromethyl)-1H-pyrazol-1-yl]ethanone